2-(1,3-Dioxolan-2-yl)-6-(2-(4-methylpiperazin-1-yl)ethyl)pyridin-3-ol O1C(OCC1)C1=NC(=CC=C1O)CCN1CCN(CC1)C